triundecyl-amine C(CCCCCCCCCC)N(CCCCCCCCCCC)CCCCCCCCCCC